NC(CC(=O)OC)CC(=O)OC dimethyl 3-aminopentanedioate